N-(4-(1H-pyrazol-4-yl)phenyl)-3-amino-2-phenylpropanethioamide dihydrochloride Cl.Cl.N1N=CC(=C1)C1=CC=C(C=C1)NC(C(CN)C1=CC=CC=C1)=S